choline dodecyl sulfate S(=O)(=O)(OCCCCCCCCCCCC)OCC[N+](C)(C)C